ClC=1C(=NC=C(C1CC=O)Cl)C(C)O 2-[3,5-dichloro-2-[1-hydroxyethyl]-4-pyridyl]ethanone